ClC1=CC=C2C(NC(N(C2=C1)C=1NC=CN1)=O)=O 7-Chloro-1-(1H-imidazol-2-yl)quinazoline-2,4(1H,3H)-dione